2-allyl-6-bromo-8-methoxy-3,4-dihydroisoquinolin-1(2H)-one C(C=C)N1C(C2=C(C=C(C=C2CC1)Br)OC)=O